NC(CNCCS(=O)(=O)O)=O 2-(2-amino-2-oxoethyl)aminoethanesulfonic acid